CS(=O)(=O)NC1=CC=C(C=N1)[C@H]1N(C[C@@H](CC1)C)C(C(=O)NC=1C=C(C(=NC1)OC)C(=O)N)=O |o1:11,14| rel-5-[[2-[(2S,5R)-2-[6-(Methanesulfonamido)-3-pyridyl]-5-methyl-1-piperidyl]-2-oxo-acetyl]amino]-2-methoxy-pyridine-3-carboxamide